NC(C(=O)NC1=CC=C(C=C1)CO)=C (S)-2-amino-N-(4-(hydroxymethyl)phenyl)propenamide